5-(5-(2-Chlorophenyl)-1H-indazol-1-yl)-2-fluorophenol ClC1=C(C=CC=C1)C=1C=C2C=NN(C2=CC1)C=1C=CC(=C(C1)O)F